C(C)(C)(C)OC(=O)N1CCC(CC1)N1CC(CCC1)OCC(F)(F)F.O[C@@H]1CN(C[C@H]1O)C(C#CC1=CC(=C(C=C1)C1=CC=CC=C1)C(F)(F)F)=O 1-[(3R,4R)-3,4-dihydroxypyrrolidin-1-yl]-3-[2-(trifluoromethyl)[1,1'-biphenyl]-4-yl]prop-2-yn-1-one tert-butyl-3-(2,2,2-trifluoroethoxy)[1,4'-bipiperidine]-1'-carboxylate